methyl 4-bromo-1-(2-((tert-butoxycarbonyl) amino) ethyl)-1H-pyrrole-2-carboxylate BrC=1C=C(N(C1)CCNC(=O)OC(C)(C)C)C(=O)OC